N-[(5-chlorothiophen-2-yl)methyl]-3-[1-(morpholine-4-sulfonyl)piperidin-4-yl]-1H-pyrazol-5-amine ClC1=CC=C(S1)CNC1=CC(=NN1)C1CCN(CC1)S(=O)(=O)N1CCOCC1